C(C)(C)(C)OC(=O)C1=CC=C(C=C1)[C@H]1[C@@H](CCN(CC1)C)CC1=C2C=CN(C2=C(C=C1C)C)C(=O)OC(C)(C)C tert-butyl 4-(((4R,5R)-5-(4-(tert-butoxycarbonyl) phenyl)-1-methylazepan-4-yl)methyl)-5,7-dimethyl-1H-indole-1-carboxylate